C(C)(C)(C)OC(=O)N(C)C[C@H]1N(CCC1)C(=O)[O-] (S)-2-(((tert-butoxycarbonyl)(methyl)amino)methyl)pyrrolidine-1-carboxylate